C(C)(C)(C)C1N(CCC(C1)(F)F)C1CCNCC1 tert-butyl-4,4-difluoro-[1,4'-bipiperidine]